tert-butyl (1-((1-(6-((2-amino-2-oxo-1-phenylethyl)thio)-3,5-dicyano-4-cyclopropylpyridin-2-yl)piperidin-4-yl)amino)-2-methyl-1-oxopropan-2-yl)carbamate NC(C(C1=CC=CC=C1)SC1=C(C(=C(C(=N1)N1CCC(CC1)NC(C(C)(C)NC(OC(C)(C)C)=O)=O)C#N)C1CC1)C#N)=O